ClC1=C(C=CC(=C1)O)\N=C(/N)\C1=C(C=2N(N=C1)C=C(C2)C=2C=NN(C2)C)N[C@@H]2CC[C@H](CC2)NC(OC(C)(C)C)=O tert-butyl N-[trans-4-[[3-[(Z)-N'-(2-chloro-4-hydroxy-phenyl)carbamimidoyl]-6-(1-methylpyrazol-4-yl)pyrrolo[1,2-b]pyridazin-4-yl]amino]cyclohexyl]carbamate